C1(CC1)C(CN(C=O)C=1C=C2C(N(N=CC2=CC1C)C1=CC(=CC=C1)C1=NN=CN1C(C)C)=O)=O N-(2-cyclopropyl-2-oxoethyl)-N-(3-(3-(4-isopropyl-4H-1,2,4-triazol-3-yl)phenyl)-7-methyl-4-oxo-3,4-dihydro-phthalazin-6-yl)carboxamide